C(C)(C)(C)C=1C=CC=2NC3=CC(=CC=C3C2C1)C(C)(C)C 3,7-di-tert-butylcarbazole